C1(CC1)OC1=C(C=C(C=C1)C(F)(F)F)C1=CN=C(O1)C(=O)N[C@H]1CN[C@@H](C1)COC 5-(2-cyclopropoxy-5-(trifluoromethyl)phenyl)-N-((3R,5S)-5-(methoxymethyl)pyrrolidin-3-yl)oxazole-2-carboxamide